C(C)(C)(C)OC(=O)N1CCN(CC1)C=1C=CC(=C(C1)CC(=O)O)OC 2-(5-(4-(tert-butoxycarbonyl)piperazin-1-yl)-2-methoxyphenyl)acetic acid